CN1C2=CC=CC=C2C(C12C=NC1=C(O2)C=CC2=CC=CC=C21)(C)C 1,3-dihydro-1,3,3-trimethylspiro[2H-indole-2,3'-[3H]naphtho[2,1-b]-[1,4]oxazine]